C(C)(C)NC(O[C@H]1C[C@H](CC1)C=1NN=C(C1)NC(=O)C=1N(N=C(C1)C1=C(C(=CC(=C1)F)O)C=O)C)=O (1R,3S)-3-{5-[5-(5-fluoro-2-formyl-3-hydroxyphenyl)-2-methylpyrazole-3-amido]-2H-pyrazol-3-yl}cyclopentyl N-isopropylcarbamate